(3S)-3-{[(3S)-3-methylpyrrolidin-1-yl]methyl}-1,2,3,4-tetrahydroisoquinoline dihydrochloride Cl.Cl.C[C@@H]1CN(CC1)C[C@H]1NCC2=CC=CC=C2C1